C1=CC=CC=2C3=CC=CC=C3C(C12)N([C@@](C(=O)O)(CC=C)C)C(=O)OC (2R)-2-(9H-fluoren-9-yl-methoxycarbonyl-amino)-2-methylpent-4-enoic acid